C(C(=C)C)(=O)ONC(=O)N Methacryloxyurea